(R)-3-(4-cyanophenethyl)-1-(2-(pyridin-2-yl)propan-2-yl)-N-(trifluoromethyl)pyrrolidine-3-carboxamide C(#N)C1=CC=C(CC[C@@]2(CN(CC2)C(C)(C)C2=NC=CC=C2)C(=O)NC(F)(F)F)C=C1